3,5-di-trifluoromethylphenol oxygen [O].FC(C=1C=C(C=C(C1)C(F)(F)F)O)(F)F